1-(4-(2-(4-chlorophenyl)but-3-yn-2-yl)thiazol-2-yl)-3-(2-hydroxy-2-methylpropyl)urea ClC1=CC=C(C=C1)C(C)(C#C)C=1N=C(SC1)NC(=O)NCC(C)(C)O